NC=1N=CC(=NC1)C#CC=1C=C(C(=O)N[C@@H]2[C@H](C[C@H](C2)OC(F)(F)F)O)C=CC1OC(F)F 3-[2-(5-aminopyrazin-2-yl)ethynyl]-4-(difluoromethoxy)-N-[(1S,2S,4S)-2-hydroxy-4-(trifluoromethoxy)cyclopentyl]benzamide